(Z)-(1,2-diphenylvinyl)phosphine C1(=CC=CC=C1)/C(=C/C1=CC=CC=C1)/P